(2S,4R)-4-fluoro-1-(3-methyloxetane-3-carbonyl)-N-[(S)-phenyl[4-(propan-2-yl)phenyl]methyl]pyrrolidine-2-carboxamide F[C@@H]1C[C@H](N(C1)C(=O)C1(COC1)C)C(=O)N[C@H](C1=CC=C(C=C1)C(C)C)C1=CC=CC=C1